NC1=C(C=C(C=C1)C=1C=C2C(=NC1)NC=C2C(C)C)P(C)(C)=O (2-amino-5-(3-isopropyl-1H-pyrrolo[2,3-b]pyridin-5-yl)phenyl)dimethylphosphine oxide